C(=CC)SC=CC DI-(1-PROPENYL)SULFIDE